ethyl 1-[3-(3,5-dimethylisoxazol-4-yl)pyrazolo[1,5-a]pyridin-5-yl]-3-(trifluoromethyl)pyrazole-4-carboxylate CC1=NOC(=C1C=1C=NN2C1C=C(C=C2)N2N=C(C(=C2)C(=O)OCC)C(F)(F)F)C